uracil benzoate C(C1=CC=CC=C1)(=O)O.N1C(=O)NC(=O)C=C1